2-((1r,4r)-4-(2-(1H-pyrazol-3-yl)imidazo[4,5-d]Pyrrolo[2,3-b]Pyridin-1(6H)-yl)cyclohexyl)acetonitrile N1N=C(C=C1)C1=NC=2C(=C3C(=NC2)NC=C3)N1C1CCC(CC1)CC#N